Methyl 5,7-dioxo-4,5,6,7-tetrahydrothieno[3,2-b]pyridine-6-carboxylate O=C1C(C(C2=C(N1)C=CS2)=O)C(=O)OC